ClC1=CN=CC(=N1)NC(=O)[C@H]1N[C@@H]2C[C@@H]2C1 (1R,3S,5R)-N-(6-chloropyrazin-2-yl)-2-azabicyclo[3.1.0]Hexane-3-carboxamide